N-(3-aminopropyl)-4-((3-(4-methoxyphenyl)imidazo[1,2-a]pyrazin-8-yl)amino)-2-methylbenzamide hydrochloride Cl.NCCCNC(C1=C(C=C(C=C1)NC=1C=2N(C=CN1)C(=CN2)C2=CC=C(C=C2)OC)C)=O